5-(Diaminomethylene)-1-(2,4-dioxo-3-((2-(trimethylsilyl)ethoxy)methyl)-1,3-diazadispiro[4.1.57.15]tridecan-10-yl)-3-propylpyrimidine-2,4,6(1H,3H,5H)-trione NC(=C1C(N(C(N(C1=O)C1CCC2(CC3(C(N(C(N3)=O)COCC[Si](C)(C)C)=O)C2)CC1)=O)CCC)=O)N